4-({[tert-butyl(dimethyl)silyl]oxy}methyl)-3-iodoaniline [Si](C)(C)(C(C)(C)C)OCC1=C(C=C(N)C=C1)I